N[C@@H]1C2=CC=CC=C2CC12CCN(CC2)C=2N=CC(=NC2)SC2=C(C(=NC=C2)O)Cl (S)-4-((5-(1-amino-1,3-dihydrospiro[inden-2,4'-piperidin]-1'-yl)pyrazin-2-yl)thio)-3-chloropyridin-2-ol